azabenzoxazol O1N=NC2=C1C=CC=C2